C(C)(C)C1=NOC(=N1)N1CCC(CC1)C(C)OC1=NN2C(S1)=NC(=C2)C2=C(C=NC=C2)OC 2-(1-(1-(3-isopropyl-1,2,4-oxadiazol-5-yl)piperidin-4-yl)ethoxy)-6-(3-methoxypyridin-4-yl)imidazo[2,1-b][1,3,4]thiadiazol